3-(4-bromo-2-fluorobenzyl)azetidine-1-carboxylic acid tert-butyl ester C(C)(C)(C)OC(=O)N1CC(C1)CC1=C(C=C(C=C1)Br)F